N-[(2,2-difluoro-1-methylethylidene)amino]Carbamic acid tert-butyl ester C(C)(C)(C)OC(NN=C(C(F)F)C)=O